4-AMINOPHENYL-THIAZOLE NC1=CC=C(C=C1)C=1SC=CN1